2-(3-(4-bromophenyl)-4-methyl-2-oxo-2,3-dihydro-1H-benzo[d]imidazol-1-yl)acetic acid BrC1=CC=C(C=C1)N1C(N(C2=C1C(=CC=C2)C)CC(=O)O)=O